3-bromo-N-(cyclopropylmethyl)-4-((4-(trifluoromethyl)benzyl)amino)benzenesulfonamide BrC=1C=C(C=CC1NCC1=CC=C(C=C1)C(F)(F)F)S(=O)(=O)NCC1CC1